bis-(4-hydroxyphenyl)heptane OC1=CC=C(C=C1)C(CCC)(CCC)C1=CC=C(C=C1)O